FC=1C=CC2=C(C=CO2)C1CNC1=NC=C(C=2N1C=C(N2)C(=O)OCC)C=2C(=NC=CC2)C ethyl 5-(((5-fluorobenzofuran-4-yl)methyl)amino)-8-(2-methylpyridin-3-yl)imidazo[1,2-c]pyrimidine-2-carboxylate